C1=CC=CC=2C3=CC=CC=C3C(C12)COC(=O)N[C@@H](CC1=CC=C(C(=O)OC(C)(C)C)C=C1)C(=O)OC tert-butyl (S)-4-(2-((((9H-fluoren-9-yl)methoxy)carbonyl)amino)-3-methoxy-3-oxopropyl)benzoate